3-(2-oxa-6-azaspiro[3.4]octan-6-yl)propanamide C1OCC12CN(CC2)CCC(=O)N